FC1=CC=C2C(=C(C=NC2=C1C1=C(C(=CC(=C1)F)F)F)C(=O)OCC)C1COCC1 ethyl 7-fluoro-4-(oxolan-3-yl)-8-(2,3,5-trifluorophenyl)quinoline-3-carboxylate